5-chloro-4-(cyclopentylmethoxy)-N-((4-((3,5-difluorobenzyl)oxy)phenyl)sulfonyl)-2-fluorobenzamide ClC=1C(=CC(=C(C(=O)NS(=O)(=O)C2=CC=C(C=C2)OCC2=CC(=CC(=C2)F)F)C1)F)OCC1CCCC1